tert-butyl 2-{[(4-chloro-2-fluorophenyl) methyl] amino}-3-(trifluoromethyl)-6,8-dihydro-5H-1,7-naphthyridine-7-carboxylate ClC1=CC(=C(C=C1)CNC1=NC=2CN(CCC2C=C1C(F)(F)F)C(=O)OC(C)(C)C)F